P(=O)(=O)CCCN1C(=CC(C=C1OC)=C1C=C(N(C(=C1)OC)CCCP(=O)=O)OC)OC 1,1'-bis(3-phosphopropyl)-2,2',6,6'-tetramethoxy-4,4'-bipyridine